CN(CC)[Zr+3] (methylethylamino)zirconium (iv)